C1(=CC=CC=C1)C1=C(C=CC(=C1N)C=1SC=CC1)N phenyl-4-(thiophen-2-yl)benzene-1,3-diamine